tert-butyl 8-[5-formyl-2-(4-pyridyl) pyrido[3,4-d]pyrimidin-4-yl]-2,8-diazaspiro[4.5]decane-2-carboxylate C(=O)C1=CN=CC=2N=C(N=C(C21)N2CCC1(CCN(C1)C(=O)OC(C)(C)C)CC2)C2=CC=NC=C2